benzyl 2-(1-hydroxy-2-(oxiran-2-yl)ethyl)pyrrolidine-1-carboxylate OC(CC1OC1)C1N(CCC1)C(=O)OCC1=CC=CC=C1